N-(4-bromophenyl)-[1,1'-biphenyl]-4-amine BrC1=CC=C(C=C1)NC1=CC=C(C=C1)C1=CC=CC=C1